Cl.[C@H]12COC[C@H](CC1)N2 (1R,5S)-3-oxa-8-azabicyclo[3.2.1]Octane hydrochloride